FC([C@H](C)O[C@@H](C(=O)O)C)(F)F (R)-(((S)-1,1,1-trifluoropropan-2-yl)oxy)propanoic acid